C(C=1C(O)=CC=CC1)NN Salicylhydrazine